ClC=1C=C2C(=NC1OC)C(=C(N2C)C2=NNC=N2)N2C=NC=C2 6-chloro-3-(1H-imidazol-1-yl)-5-methoxy-1-methyl-2-(1H-1,2,4-triazol-3-yl)-1H-pyrrolo-[3,2-b]pyridine